C(C)(C)(C)OC(=O)N[C@H](C(=O)N1[C@@H](C[C@H](C1)O)C(=O)O)C(C)(C)C (2S,4R)-1-{(S)-2-[(tert-butoxycarbonyl)amino]-3,3-dimethylbutanoyl}-4-hydroxypyrrolidine-2-carboxylic acid